2-(7-(((2-(2,6-dioxopiperidin-3-yl)-6-fluoro-1,3-dioxoisoindoline-5-yl)methyl)amino)-1-oxoisoindoline-2-yl)-2-(5-fluoro-2-hydroxyphenyl)-N-(thiazol-2-yl)acetamide O=C1NC(CCC1N1C(C2=CC(=C(C=C2C1=O)CNC=1C=CC=C2CN(C(C12)=O)C(C(=O)NC=1SC=CN1)C1=C(C=CC(=C1)F)O)F)=O)=O